N-(3-((2-bromo-4-(1,1,1,3,3,3-hexafluoropropan-2-yl)-6-(trifluoromethyl)phenyl)carbamoyl)-2-fluorophenyl)-N-(cyclopropylmethyl)nicotinamide BrC1=C(C(=CC(=C1)C(C(F)(F)F)C(F)(F)F)C(F)(F)F)NC(=O)C=1C(=C(C=CC1)N(C(C1=CN=CC=C1)=O)CC1CC1)F